N[C@H]1CN(C[C@H](C1)C)C1=C(C=C(C=2N=CC=NC12)C#N)F 8-((3R,5S)-3-amino-5-methylpiperidin-1-yl)-7-fluoroquinoxaline-5-carbonitrile